(5-cyano-[1,1'-biphenyl]-3-yl)boronic acid C(#N)C=1C=C(C=C(C1)C1=CC=CC=C1)B(O)O